C(CC)C(CC=O)CCC 3-propylhexanal